((2-((RS)-3-(2-((tert-butoxycarbonyl)(4,4-difluorocyclohexyl)amino)ethyl)piperidin-1-yl)-4-methylphenyl)sulfonyl)-L-proline C(C)(C)(C)OC(=O)N(CC[C@@H]1CN(CCC1)C1=C(C=CC(=C1)C)S(=O)(=O)N1[C@@H](CCC1)C(=O)O)C1CCC(CC1)(F)F |&1:10|